ClC1=CC(=C(S1)C1=CC=C(C(=N1)C)O[C@@H]1C[C@H](CCC1)C(=O)[O-])CO (1S,3S)-3-((6-(5-Chloro-3-(hydroxymethyl)thiophen-2-yl)-2-methylpyridin-3-yl)oxy)cyclohexane-1-carboxylate